ClC1=C(C=CC=C1)[C@@H](C(=O)OC)N1CC2=C(CC1)SC(=C2)OC(C(=C)C)=O Methyl (S)-2-(2-chlorophenyl)-2-(2-(2-methylacryloyloxy)-6,7-dihydro-thieno[3,2-c]pyridin-5(4H)-yl)-acetate